COC1C(N(C1)C1=NC(=CC2=C1N=C(N=C2)NC2=C(C=C(C=C2)C2=NN=CN2C)OC)C)(C)C 8-(3-methoxy-2,2-dimethylazetidin-1-yl)-N-(2-methoxy-4-(4-methyl-4H-1,2,4-triazol-3-yl)phenyl)-6-methylpyrido[3,4-d]pyrimidin-2-amine